C1(CCCCC1)C1=CC=C(C=C1)C1=NN(C2=NC=NC(=C21)O)C2CN(CC2)C(C=C)=O 1-(3-(3-(4-cyclohexylphenyl)-4-hydroxy-1H-pyrazolo[3,4-d]-pyrimidin-1-yl)pyrrolidin-1-yl)-prop-2-en-1-one